(1R,3r,5S)-3-(4-fluorobenzyl)-8-azabicyclo[3.2.1]octane-3-carbonitrile hydrochloride Cl.FC1=CC=C(CC2(C[C@H]3CC[C@@H](C2)N3)C#N)C=C1